BrC1=NNC(=N1)C(C)(C)O 2-(3-bromo-1H-1,2,4-triazol-5-yl)propan-2-ol